C(C=C)(=O)N1[C@@H](C[C@H](CC1)N1C=NC=2C(=NC=3C(=C(C(=CC3C21)Cl)C2=CC=C(C=C2)F)F)O[C@H](CN(C)C)C)CC#N 2-((2S,4S)-1-acryloyl-4-(8-chloro-4-(((S)-1-(dimethylamino)propan-2-yl)oxy)-6-fluoro-7-(4-fluorophenyl)-1H-imidazo[4,5-c]quinolin-1-yl)piperidin-2-yl)acetonitrile